(1-((3,7-dimethyloct-6-en-1-yl)oxy)prop-1-en-2-yl)naphthalene CC(CCOC=C(C)C1=CC=CC2=CC=CC=C12)CCC=C(C)C